(2R,3R)-5,7-dihydroxy-2-(3,4,5-trihydroxyphenyl)chroman-3-yl 3,4-dihydroxybenzoate OC=1C=C(C(=O)O[C@H]2[C@H](OC3=CC(=CC(=C3C2)O)O)C2=CC(=C(C(=C2)O)O)O)C=CC1O